bis(2-ethylhexyl)2-(4-hydroxy-3,5-dimethoxybenzylidene)malonic acid C(C)C(COC(C(C(=O)OCC(CCCC)CC)=CC1=CC(=C(C(=C1)OC)O)OC)=O)CCCC